CC1N(S(C=2N(C1C(=O)[O-])C(C(=C(C2C2=CC(=CC=C2)C(F)(F)F)CC2=CC=CC1=CC=CC=C21)C(N)=O)=O)(=O)=O)CC2=CC=C(C=C2)OC methyl-7-carbamoyl-2-(4-methoxybenzyl)-8-(naphthalen-1-ylmethyl)-6-oxo-9-(3-(trifluoro methyl)phenyl)-3,4-dihydro-2H,6H-pyrido[1,2-e][1,2,5]thiadiazine-4-carboxylate 1,1-dioxide